tetra(isopropyl)borate C(C)(C)[B-](C(C)C)(C(C)C)C(C)C